FC1=C(C=CC=C1C)C=1CCCC2=C(C1C1=CC=C(C=C1)CC1CN(C1)CCCF)C=CC=C2 8-(2-Fluoro-3-methylphenyl)-9-(4-((1-(3-fluoropropyl)azetidin-3-yl)methyl)phenyl)-6,7-dihydro-5H-benzo[7]annulen